terthian-amine S1C(CCCC1)(C1(SCCCC1)C1SCCCC1)N